2-amino-N-((1R,3S,4R)-3-fluoro-4-hydroxycyclohexyl)-5-(4-((1R,5S)-3-(tetrahydro-2H-pyran-4-yl)-3-azabicyclo[3.1.0]Hex-1-yl)phenyl)nicotinamide NC1=C(C(=O)N[C@H]2C[C@@H]([C@@H](CC2)O)F)C=C(C=N1)C1=CC=C(C=C1)[C@@]12CN(C[C@H]2C1)C1CCOCC1